C(C1=CC=CC=C1)C1C(NCC(N1)=O)=O 6-benzylpiperazin-2,5-dion